COC1=C(C=CC(=C1)C)S(=O)(=O)N1C2CN(CC1CC2)C(=O)C2=CN=NN2 {8-[(2-methoxy-4-methylphenyl)sulfonyl]-3,8-diazabicyclo[3.2.1]oct-3-yl}(1H-1,2,3-triazol-5-yl)methanone